FC=1C(=NC(=NC1)NC1CCN(CC1)S(=O)(=O)C)C1=C(C2=C(S1)C1(CC1)NC2=O)C 2-[5-Fluoro-2-[(1-methyl-sulfonylpiperidin-4-yl)amino]pyrimidin-4-yl]-3-methyl-spiro[5H-thieno[2,3-c]pyrrole-6,1'-cyclopropane]-4-one